C(C)OC(=O)C1=CNC(=C1C)C1=C(C=CC=C1)C(F)(F)F 4-methyl-5-[2-(trifluoromethyl)phenyl]-1H-pyrrole-3-carboxylic acid ethyl ester